2-[4-(1,4'-bipiperidyl-1'-yl)-3-anisidino]-4-(3-quinolylamino)pyrimidine N1(CCCCC1)C1CCN(CC1)C1=C(C=C(OC)C=C1)NC1=NC=CC(=N1)NC=1C=NC2=CC=CC=C2C1